CN1N=C(C2=C1C=NN(C2=O)CC(=O)N[C@@H](C)C2=CC=C(C=C2)C)C (S)-2-(1,3-Dimethyl-4-oxo-1,4-dihydro-5H-pyrazolo[3,4-d]pyridazin-5-yl)-N-(1-(p-tolyl)ethyl)-acetamid